[Cl-].C(CCCCCCCCCCCCCCCCC)[N+](CCC[Si](OC)(OC)OC)(C)C octadecyldimethyl-[3-(trimethoxysilyl)-propyl]ammonium chloride